OB1OCC2=C1C(=C(C=C2)C(=O)N[C@@H](C(C)C)C(=O)OCC(C(F)(F)F)(F)F)C 2,2,3,3,3-Pentafluoropropyl (1-hydroxy-7-methyl-1,3-dihydrobenzo[c][1,2]oxaborole-6-carbonyl)-L-valinate